tert-butyl(tert-butoxycarbonyl)(5-((4-((tert-butoxycarbonyl)amino) butyl)(2-(2,6-dioxopiperidin-3-yl)-1-oxoisoindolin-4-yl) amino)pentyl)carbamate C(C)(C)(C)OC(N(CCCCCN(C1=C2CN(C(C2=CC=C1)=O)C1C(NC(CC1)=O)=O)CCCCNC(=O)OC(C)(C)C)C(=O)OC(C)(C)C)=O